OC1(CCN(CC1)C(C[C@@H](C)C1=CC=CC=C1)=O)CN1C=NC(=CC1=O)NCCN1C[C@H](CC1)C 3-((4-Hydroxy-1-((R)-3-phenylbutanoyl)piperidin-4-yl)methyl)-6-((2-((S)-3-methylpyrrolidin-1-yl)ethyl)amino)pyrimidin-4(3H)-one